6-chloro-5-cyano-3,4-dimethylpicolinic acid ClC1=C(C(=C(C(=N1)C(=O)O)C)C)C#N